1-(4-(5-chloro-4-(2-chlorophenyl)-1H-pyrrole-2-carbonyl)piperazin-1-yl)prop-2-en-1-one ClC1=C(C=C(N1)C(=O)N1CCN(CC1)C(C=C)=O)C1=C(C=CC=C1)Cl